NC1=C(OCC#CC=2N(C=3C=CC=C(C3C2)NC2CCC(CC2)N2CC3(COC3)C2)CC(F)(F)F)C=CC(=C1)S(=O)(=O)C 2-[3-(2-amino-4-methanesulfonylphenoxy)prop-1-yn-1-yl]-N-[(1S,4S)-4-{2-oxa-6-azaspiro[3.3]heptan-6-yl}cyclohexyl]-1-(2,2,2-trifluoroethyl)-1H-indol-4-amine